1-(1,2,3,5,6,7-Hexahydro-s-indacen-4-yl)-3-[(3-hydroxy-3-methylbutyl)(1-methyl-1H-pyrazol-4-yl)sulfamoyl]urea C1CCC2=C(C=3CCCC3C=C12)NC(=O)NS(N(C=1C=NN(C1)C)CCC(C)(C)O)(=O)=O